FC1=C(N=C2N(C1=O)CC[C@H](N2CC(=O)N2OCCCC2)C(F)(F)F)N2[C@@H](COCC2)C (S)-3-Fluoro-2-((R)-3-methylmorpholin-4-yl)-9-(2-[1,2]oxazinan-2-yl-2-oxoethyl)-8-trifluoromethyl-6,7,8,9-tetrahydropyrimido-[1,2-a]pyrimidin-4-one